O(P([O-])(=O)OP(=O)([O-])[O-])C\C=C(/C)\CC\C=C(\C)/CC12C(CCC(C1(C)C)C2)C pingeranyl pyrophosphate